C(C)(=O)NC=1C=C(C=CC1)C=1N=NN(C1)CC(=O)N/N=C/C1=CC(=CC=C1)Cl (E)-2-(4-(3-acetamidophenyl)-1H-1,2,3-triazol-1-yl)-N'-(3-chlorobenzylidene)acethydrazide